COC1=CC=C2C(=NC=NC2=C1)N1CCC(CC1)C(CNS(=O)(=O)NC(OC(C)(C)C)=O)CC tert-butyl (N-(2-(1-(7-methoxyquinazolin-4-yl)piperidin-4-yl)butyl)sulfamoyl)carbamate